4-(((R)-4-((R)-2-(hydroxymethyl)morpholino)-1-(phenylthio)butan-2-yl)amino)-3-((trifluoromethyl)sulfonyl)benzenesulfonamide OC[C@@H]1OCCN(C1)CC[C@H](CSC1=CC=CC=C1)NC1=C(C=C(C=C1)S(=O)(=O)N)S(=O)(=O)C(F)(F)F